C(C)N1C(OCC1)(CCC(C)C)C 3-ethyl-2-methyl-2-(3-methylbutyl)-oxazolidine